FC1=C2C=CC(N(C2=CC=C1S(=O)(=O)N(CC1=CC=C(C=C1)OC)C1=NOC=C1)C1=C(C=C(C(=C1)F)C1CC(C1)C(F)(F)F)OC)=O 5-fluoro-1-(5-fluoro-2-methoxy-4-(3-(trifluoromethyl)cyclobutyl)phenyl)-N-(isoxazol-3-yl)-N-(4-methoxybenzyl)-2-oxo-1,2-dihydroquinoline-6-sulphonamide